ClC=1C=C2CCC[C@](C2=CC1)(CO)COC1=C(C=C(C(=O)O)C=C1)[N+](=O)[O-] (S)-4-((6-chloro-1-(hydroxymethyl)-1,2,3,4-tetrahydronaphthalen-1-yl)methoxy)-3-nitrobenzoic acid